2-amino-3-vinylcyclohexanone NC1C(CCCC1C=C)=O